N-benzyl-N-benzyloxycarbonyl-3-aminopropanol C(C1=CC=CC=C1)N(CCCO)C(=O)OCC1=CC=CC=C1